C(C)(C)(C)OC(=O)N1[C@@H](CCC1)C=1C=C(C=C2CCN(CC12)CC1(CCOCC1)O)Cl (S)-2-(6-chloro-2-((4-hydroxytetrahydro-2H-pyran-4-yl)methyl)-1,2,3,4-tetrahydroisoquinolin-8-yl)pyrrolidine-1-carboxylic acid tert-butyl ester